[Si](C1=CC=CC=C1)(C1=CC=CC=C1)(C(C)(C)C)OCC1CCC(CC1)OC[C@@](C)([2H])NC(OC(C)(C)C)=O Tert-butyl N-[(1S)-2-[4-[[tert-butyl(diphenyl)silyl] oxymethyl] cyclohexoxy]-1-deuterio-1-methyl-ethyl]carbamate